(E)-methyl 2-benzylidene-4,4,4-trifluorobutyrate C(/C1=CC=CC=C1)=C(\C(=O)OC)/CC(F)(F)F